FC1CC(C1)N(C(=O)OCC1=CN=NN1C)C 5-((((3-fluorocyclobutyl)(methyl)carbamoyl)oxy)methyl)-1-methyl-1H-1,2,3-triazole